2-(2,5-difluorobenzyl)-2,8-diazaspiro[4.5]decan-1-one FC1=C(CN2C(C3(CC2)CCNCC3)=O)C=C(C=C1)F